C(C)(C)NCCC1=CNC=2C=CC=C(C12)O 3-(2-(iso-propylamino)ethyl)-1H-indol-4-ol